FC1=C(NCC(C)(O)C)C(=CC=C1F)[N+](=O)[O-] 1-(2,3-difluoro-6-nitro-anilino)-2-methyl-propan-2-ol